oxalic acid sodium borate B([O-])([O-])[O-].[Na+].C(C(=O)O)(=O)O.[Na+].[Na+]